COC1=CC=C(C=C1)C1=NOC(=N1)N1CCC(CC1)C(=O)NCC1CN(CC1)C(=O)OC(C)(C)C Tert-butyl 3-((1-(3-(4-methoxyphenyl)-1,2,4-oxadiazol-5-yl)piperidine-4-carboxamido)methyl)pyrrolidine-1-carboxylate